CC(C)(C)[Si](O[C@H]1[C@H]([C@@H](O[C@@H]1C=O)N1C=NC=2C(N)=NC=NC12)OC)(C)C 5'-deoxy-3'-O-[(1,1-dimethylethyl)dimethylsilyl]-2'-O-methyl-5'-oxo-adenosine